FC1([C@@H]2C[C@H](C[C@H](C1)N2C)N(C2=CC=C(N=N2)C2=C(C=C1C(N(C=NC1=C2)CC(F)(F)F)=O)O)C)F 7-(6-(((1R,3S,5S)-6,6-difluoro-8-methyl-8-azabicyclo[3.2.1]octan-3-yl)(methyl)amino)pyridazin-3-yl)-6-hydroxy-3-(2,2,2-trifluoroethyl)quinazolin-4(3H)-one